4-((2S,5R)-4-((R)-1-(4-methoxyphenyl)-2-methylpropyl)-2,5-dimethylpiperazin-1-yl)-2-methyl-1-(((S)-tetrahydrofuran-2-yl)methyl)-1H-[1,2,4]triazolo[3,4-b]purine COC1=CC=C(C=C1)[C@@H](C(C)C)N1C[C@@H](N(C[C@H]1C)C=1C=2N=C(N(C2N2C(N1)=NN=C2)C[C@H]2OCCC2)C)C